ClC=1C=C(C=C(C1)NS(=O)(=O)C)NC(=O)C1=CN(C(=C1)C#N)C1=NC=CC=C1 N-(3-chloro-5-(methylsulfonamido)phenyl)-5-cyano-1-(pyridin-2-yl)-1H-pyrrole-3-carboxamide